CC(C)(C)[S@@](=O)N[C@@H]1CCCC=2N(C3=CC=C(C=C3C12)C1=CC=CC=C1)S(=O)(=O)C1=CC=C(C)C=C1 (R)-2-methyl-N-((R)-6-phenyl-9-p-toluenesulfonyl-2,3,4,9-tetrahydro-1H-carbazol-4-yl)propane-2-sulfinamide